Bromoacetamid BrCC(=O)N